N,N-Diethylformamid C(C)N(C=O)CC